methyl (2S)-2-amino-3-phenyl-propanoate-HCl Cl.N[C@H](C(=O)OC)CC1=CC=CC=C1